C(C)(C)C1=NC=CC=C1C=1N=CC2=C(N1)N(C1=C2C=CN=C1)CC1=CC=C(C=C1)C=1N(C=C(N1)C(F)(F)F)C 2-(2-Isopropylpyridin-3-yl)-9-(4-(1-methyl-4-(trifluoromethyl)-1H-imidazol-2-yl)benzyl)-9H-pyrido[4',3':4,5]pyrrolo[2,3-d]pyrimidine